NC1=NC=CC(=C1)C=1C=C2C=CN(C(C2=CC1)=O)CC=1C=C(C(=O)NCCC2=CC=CC=C2)C=CC1 3-((6-(2-aminopyridin-4-yl)-1-oxoisoquinolin-2(1H)-yl)methyl)-N-phenethyl-benzamide